trimethylol propylene dioleate C(CCCCCCC\C=C/CCCCCCCC)(=O)O.C(CCCCCCC\C=C/CCCCCCCC)(=O)O.C(O)C(C=C)(CO)CO